BrC=1C(=NC=C(C1)F)CC1(CCN(CC1)C(=O)OC(C)(C)C)C(=O)O 4-((3-bromo-5-fluoropyridin-2-yl)methyl)-1-(tert-butoxycarbonyl)piperidine-4-carboxylic acid